[Si](C1=CC=CC=C1)(C1=CC=CC=C1)(C(C)(C)C)OCCN1[C@H](COC2=NC(=C(C=3N=C(N=C1C23)SC)F)Cl)C2CC2 (S)-10-(2-((tert-butyldiphenylsilyl)oxy)ethyl)-5-chloro-9-cyclopropyl-4-fluoro-2-(methylthio)-9,10-dihydro-8H-7-oxa-1,3,6,10-tetraazacyclohepta[de]naphthalene